1-(4-chloropyridine-2-yl)-N-(3-fluoro-4-((1-isopropyl-2-oxo-2,3-dihydro-1H-imidazo[4,5-b]pyridine-7-yl)oxy)phenyl)-5-(trifluoromethyl)-1H-pyrazole-4-carboxamide ClC1=CC(=NC=C1)N1N=CC(=C1C(F)(F)F)C(=O)NC1=CC(=C(C=C1)OC1=C2C(=NC=C1)NC(N2C(C)C)=O)F